(E)-N-(4-(1-(6-(4-(4-(2-((2-(2,6-dioxopiperidin-3-yl)-1,3-dioxoisoindolin-4-yl)oxy)acetyl)piperazin-1-yl)piperidin-1-yl)nicotinoyl)piperidin-4-yl)butyl)-3-(pyridin-3-yl)acrylamide O=C1NC(CCC1N1C(C2=CC=CC(=C2C1=O)OCC(=O)N1CCN(CC1)C1CCN(CC1)C1=NC=C(C(=O)N2CCC(CC2)CCCCNC(\C=C\C=2C=NC=CC2)=O)C=C1)=O)=O